O1COCC2=C1C=CC(=C2)C(N2CCN(CC2)C(=O)N2N=NC1=C2C=C(C=C1Cl)C(F)(F)F)C1=CC2=C(OCOC2)C=C1 (4-(bis(4H-benzo[d][1,3]dioxin-6-yl)methyl)piperazin-1-yl)(4-chloro-6-(trifluoromethyl)-1H-benzo[d][1,2,3]triazol-1-yl)methanone